3-(4-(trifluoromethyl)phenyl)-1-isopropyl-1H-indole FC(C1=CC=C(C=C1)C1=CN(C2=CC=CC=C12)C(C)C)(F)F